Pentamethylcyclopentadienyl-dimethyl-(1,6,6-triethyl-1,5,6,7-tetrahydro-s-indacenyl)hafnium CC1=C(C(=C(C1([Hf](C1(C=CC2=CC=3CC(CC3C=C12)(CC)CC)CC)(C)C)C)C)C)C